C(=C)OC(=O)C=1SC=CC1 vinylthiophenecarboxylate